ClC1=CC=C(C=C1)CN1C(C2=CC(=CC(=C2C1(OCC1(CC1)CO)C1=CC=C(C=C1)Cl)F)C(=C)C)=O 2-(4-chlorophenylmethyl)-3-(4-chlorophenyl)-4-fluoro-3-((1-(hydroxymethyl)cyclopropyl)methoxy)-6-(prop-1-en-2-yl)isoindolin-1-one